C(C)OC1=CC=C2C(=N1)NC=C2C2=CC=1N(C=C2)N=CC1C(=O)N[C@@H](C(F)(F)F)C (R)-5-(6-ethoxy-1H-pyrrolo[2,3-b]pyridin-3-yl)-N-(1,1,1-trifluoropropan-2-yl)pyrazolo[1,5-a]pyridine-3-carboxamide